S1C(=CC=C1C=1C(N(C=2C=C(C(N(C2C1)CCCCCCCC)=O)C1=CC=C(S1)C=1SC=CC1)CCCCCCCC)=O)C=1SC=CC1 3,7-di((2,2'-bithiophen)-5-yl)-1,5-dioctyl-1,5-naphthyridine-2,6-dione